CS(=O)(=O)N1[C@H]2CNC[C@@H]1CC2 (1R,5S)-8-(methylsulfonyl)-3,8-diazabicyclo[3.2.1]octane